BrCCC1CCN(CC1)C1=CC=C(C=C1)Br 4-(2-Bromoethyl)-1-(4-bromophenyl)piperidine